ClC12C(OC3=C1C=CC(=C3)C)(C3=C(C=CC=C3C2=O)[N+](=O)[O-])O 9b-chloro-4b-hydroxy-7-methyl-4-nitro-4b,9b-dihydro-10H-indeno[1,2-b]benzofuran-10-one